CN(CCOC1=C2CCN(CC2=CC=C1)C(=O)OC(C)(C)C)CCOC1=NC=C(C=N1)NC1=CC=C(C=C1)OCC=C tert-Butyl 5-[2-(methyl{2-[(5-{[4-(prop-2-en-1-yloxy)phenyl]amino}pyrimidin-2-yl)oxy]ethyl}amino)ethoxy]-3,4-dihydroisoquinoline-2(1H)-carboxylate